1,2-dibromonaphthalene BrC1=C(C=CC2=CC=CC=C12)Br